(3-(2-(2-Fluorophenoxy)-4,6-dimethylphenyl)propyl)morpholine methyl-(R)-3-methyl-2-(((R)-N-methyl-1-tritylaziridine-2-carboxamido)methyl)butanoate COC([C@H](C(C)C)CN(C(=O)C1[N@@](C1)C(C1=CC=CC=C1)(C1=CC=CC=C1)C1=CC=CC=C1)C)=O.FC1=C(OC2=C(C(=CC(=C2)C)C)CCCN2CCOCC2)C=CC=C1